C1(CC1)NC(=O)C1=NN(C(=C1)C(=O)NC)CC1=CC(=CC=C1)OC N3-Cyclopropyl-1-(3-methoxybenzyl)-N5-methyl-1H-pyrazole-3,5-dicarboxamide